[C-]1(C=CC=C1)CCC(=O)O.[CH-]1C=CC=C1.[Fe+2] ferrocenepropionic acid